FC1=NC=CC2=C1CC1CCC2N1C(=O)NC1=NC(=NO1)C1=CC=CC=C1 (±)-1-Fluoro-N-(3-phenyl-1,2,4-oxadiazol-5-yl)-6,7,8,9-tetrahydro-5H-5,8-epiminocyclohepta[c]pyridine-10-carboxamide